2-(((1r,4r)-4-((phenyl-carbamoyloxy)methyl)cyclohexyl)methoxy)acetic acid C1(=CC=CC=C1)NC(=O)OCC1CCC(CC1)COCC(=O)O